C(C)(C)(C)OC(=O)N1CCC(CC1)C(CN1N=CC2=CC(=C(C=C12)OC(F)F)C1=NNC=C1NC=1C=NN2C1N=CC=C2)=O 4-(2-(6-(difluoromethoxy)-5-(4-(pyrazolo[1,5-a]pyrimidin-3-ylamino)-1H-pyrazol-3-yl)-1H-indazol-1-yl)acetyl)piperidine-1-carboxylic acid tert-butyl ester